1-(6-Methylpyrazin-2-yl)ethanol CC1=CN=CC(=N1)C(C)O